ClC1=C(C=C(C=C1N1[C@H](CN(CC1)CC1CC(C1)S(=O)(=O)C)C)C#N)NC1=NC=2N(C(=N1)NC1CC1)N=CC2C#N 2-((2-Chloro-5-cyano-3-((S)-2-methyl-4-(((1s,3R)-3-(methylsulfonyl)cyclobutyl)methyl)piperazin-1-yl)phenyl)amino)-4-(cyclopropylamino)pyrazolo[1,5-a][1,3,5]triazine-8-carbonitrile